N-[7-morpholino-5-[4-[[6-(trifluoromethyl)pyrazin-2-yl]amino]cyclohexoxy]-1,6-naphthyridin-3-yl]methanesulfonamide O1CCN(CC1)C1=NC(=C2C=C(C=NC2=C1)NS(=O)(=O)C)OC1CCC(CC1)NC1=NC(=CN=C1)C(F)(F)F